ClC=1C(=C(C=CC1)C1=NC2=CC=CC=C2C(=N1)N)F (3-chloro-2-fluorophenyl)quinazolin-4-amine